NC1=CC(=NC(=N1)OC)C1=CC(=C(C#N)C=C1)F 4-(6-Amino-2-methoxypyrimidin-4-yl)-2-fluorobenzonitrile